N1(C=NC=C1)C=1N=CC2=C(N1)C=CN2 2-(1H-imidazol-1-yl)-5H-pyrrolo[3,2-d]pyrimidine